FC1=CC(=C(C(=C1)C)C(=O)C1=C(C2=C(S1)C=C(C=C2)O)OC2=CC=C(C=C2)OCCN2C[C@@H](CC2)CF)C (R)-(4-fluoro-2,6-dimethylphenyl)(3-(4-(2-(3-(fluoromethyl)pyrrolidin-1-yl)ethoxy)phenoxy)-6-hydroxybenzo[b]thiophen-2-yl)methanone